CC1(OCC[C@@H](C1)C(=O)NC=1N=CC2=CC(=C(C=C2C1)N1CCN(CC1)[C@]1(COCC1)C)C)C (4S)-2,2-dimethyl-N-[7-methyl-6-[4-((R)-3-methyltetrahydrofuran-3-yl)piperazin-1-yl]-3-isoquinolyl]tetrahydropyran-4-carboxamide